C(#N)C(NC(=O)C1[C@@H]2C(C2CN1C([C@H](C(C)(C)C)NC(C(F)(F)F)=O)=O)(C)C)C1=CN=C2N1C(=CC=C2)C (S)-N-[cyano-(5-methylimidazo[1,2-a]pyridin-3-yl)methyl]-3-[(2S)-3,3-dimethyl-2-[(2,2,2-trifluoroacetyl)amino]butanoyl]-6,6-dimethyl-3-azabicyclo[3.1.0]hexane-2-carboxamide